C[N+](CCC)(C)C N,N,N-trimethylpropan-1-aminium